ClC=1C=C(C=CC1Cl)[C@H]([C@H]1O[C@H]([C@@H]([C@@H]1O)O)N1C=2NC=NC(C2N=C1)=NN)O (2R,3S,4R,5R)-2-((R)-(3,4-dichlorophenyl)(hydroxy)methyl)-5-(6-hydrazineylidene-3,6-dihydro-9H-purin-9-yl)tetrahydrofuran-3,4-diol